6-bromo-3-methyl-4H-thieno[2',3':4,5]pyrrolo[3,2-b]pyridine BrC=1C=C2C(=NC1)C1=C(N2)C(=CS1)C